C(#N)C=1C=C2C(=NC1)N(C=C2)C2=NC=C(C(=O)NC1CCN(CC1)CC=1C=C3CN(C(C3=CC1)=O)N1C(NC(CC1)=O)=O)C(=C2)NC(C)C 6-(5-cyano-1H-pyrrolo[2,3-b]pyridin-1-yl)-N-(1-((2-(2,4-dioxotetrahydropyrimidin-1(2H)-yl)-1-oxoisoindolin-5-yl)methyl)piperidin-4-yl)-4-(isopropylamino)nicotinamide